4-(4-(1H-benzo[d]imidazol-1-yl)furan-2-yl)-4-oxobutanoic acid N1(C=NC2=C1C=CC=C2)C=2C=C(OC2)C(CCC(=O)O)=O